1,2-di(undecyloyl)-sn-glycero-3-phosphocholine C(CCCCCCCCCC)(=O)OC[C@@H](OC(CCCCCCCCCC)=O)COP(=O)([O-])OCC[N+](C)(C)C